1-chloro-2-(2-iodoethyl)-4-(trifluoromethyl)benzene ClC1=C(C=C(C=C1)C(F)(F)F)CCI